5,6-dihydroxy-2-azabicyclo[2.2.1]heptane-3-carboxylate OC1C2C(NC(C1O)C2)C(=O)[O-]